(14Z,17Z)-pentyl 4-(2-(dimethylamino)ethyl)tricosa-14,17-dienoate CN(CCC(CCC(=O)OCCCCC)CCCCCCCCC\C=C/C\C=C/CCCCC)C